1-(3-(2-hydroxyethoxy)benzyl)-5-(methylcarbamoyl)-6-oxo-1,6-dihydropyridine-3-carboxylic acid OCCOC=1C=C(CN2C=C(C=C(C2=O)C(NC)=O)C(=O)O)C=CC1